C(C=CC)(=O)OC(C)(C)C 1-tert-butyl butenoate